CN1N=C(C=C1)C=1C=C2C=CN=C(C2=CN1)NCC1=CC=C(C=C1)C1=CC(=NC=C1)C 6-(1-methyl-1H-pyrazol-3-yl)-N-(4-(2-methylpyridin-4-yl)benzyl)-2,7-naphthyridin-1-amine